Cl.CN1N=C(C=C1C)C1=NC=2C(=NC=CC2C=2C=CC3=C(CCCCC3N)C2)N1 2-[2-(1,5-Dimethyl-1H-pyrazol-3-yl)-3H-imidazolo[4,5-b]pyridin-7-yl]-6,7,8,9-tetrahydro-5H-benzocyclohepten-5-ylamine hydrochloride